(5-iodopentyl)(methyl)carbamic acid tert-butyl ester C(C)(C)(C)OC(N(C)CCCCCI)=O